1,3-bis(carboxymethyl)adamantane C(=O)(O)CC12CC3(CC(CC(C1)C3)C2)CC(=O)O